FC(C(=O)O)(F)F.C(C(C)(C)C)N(S(=O)(=O)N)C1CC2(CNC2)C1 N-neopentyl-N-(2-azaspiro[3.3]heptane-6-yl)sulfamide trifluoroacetate